ClC=1C(=C(C(=CC1)OC)C1=CC(=NC=C1C(=O)NC=1SC(=NN1)S(=O)(=O)CC)C)F 4-(3-Chloro-2-fluoro-6-methoxyphenyl)-N-(5-(ethylsulfonyl)-1,3,4-thiadiazol-2-yl)-6-methylnicotinamide